NCC(=O)N[C@@H](CO)C 2-amino-N-[(1R)-2-hydroxy-1-methyl-ethyl]acetamide